CN1N=CC(=C1)C1=CC=CC(=N1)C(=O)NC=1C=C2C(=NC1N1CCCCC1)N=C(S2)N2CCOCC2 6-(1-methyl-1H-pyrazol-4-yl)-N-(2-morpholino-5-(piperidin-1-yl)thiazolo[4,5-b]pyridin-6-yl)pyridine-2-carboxamide